(S)-1-(2-methyl-2-(((6-(1-methyl-1H-pyrazol-4-yl)pyrazolo[1,5-a]pyrazin-4-yl)oxy)methyl)morpholino)prop-2-en-1-one C[C@@]1(OCCN(C1)C(C=C)=O)COC=1C=2N(C=C(N1)C=1C=NN(C1)C)N=CC2